(2,2-dimethylpropyl)-2-oxospiro[1H-indole-3,4'-pyrrolidine]-2'-carboxamide CC(CN1C(CC2(C1)C(NC1=CC=CC=C12)=O)C(=O)N)(C)C